[O].S1C(=CC=C1)C=O thiophenecarboxaldehyde oxygen